dicyclohexyl-(2,2-diphenyl-1-methyl-vinyl)phosphine C1(CCCCC1)P(C(=C(C1=CC=CC=C1)C1=CC=CC=C1)C)C1CCCCC1